spiro[chromane-2,4'-piperidin]-4-one 2,2,2-trifluoroacetate FC(C(=O)O)(F)F.N1CCC2(CC1)OC1=CC=CC=C1C(C2)=O